P(O)(O)(=S)O[C@H]1[C@H]([C@@](O[C@@H]1CO)(N1C=NC=2C(N)=NC=NC12)F)O fluoroadenosine-3'-phosphorothioate